Tert-butyl (E)-2-bromo-4-(2-(6-((2-(2-hydroxyethoxy)ethyl)amino)-5-isopropylbenzo[d]thiazol-2-yl)vinyl)phenyl carbonate C(OC(C)(C)C)(OC1=C(C=C(C=C1)\C=C\C=1SC2=C(N1)C=C(C(=C2)NCCOCCO)C(C)C)Br)=O